N-(4-acetamido-3-(trifluoromethyl)phenyl)-2'-amino-5-chloro-2,4'-difluoro-[1,1'-biphenyl]-4-carboxamide C(C)(=O)NC1=C(C=C(C=C1)NC(=O)C1=CC(=C(C=C1Cl)C1=C(C=C(C=C1)F)N)F)C(F)(F)F